2-benzyl-2-azaspiro[3.3]heptan-6-yl (2R,5R)-2,5-dimethyl-4-(quinoxalin-2-yl)piperazine-1-carboxylate C[C@H]1N(C[C@H](N(C1)C1=NC2=CC=CC=C2N=C1)C)C(=O)OC1CC2(CN(C2)CC2=CC=CC=C2)C1